phenyl[(methyl-d3)phenyl]pyridine C1(=CC=CC=C1)C=1C(=NC=CC1)C1=C(C=CC=C1)C([2H])([2H])[2H]